6-chloro-4-(methylamino)nicotinohydrazide ClC1=NC=C(C(=O)NN)C(=C1)NC